1-methyl-1-(1-(4-oxo-3,4-dihydrophthalazin-1-yl)ethyl)urea CN(C(=O)N)C(C)C1=NNC(C2=CC=CC=C12)=O